ClC1=CC=C(C(=N1)C(=O)O)NC(C)C=1C=C(C=C2C(N(C(=NC12)N1CC(C1)(C)O)C)=O)C 6-chloro-3-[1-[2-(3-hydroxy-3-methylazetidin-1-yl)-3,6-dimethyl-4-oxoquinazolin-8-yl]ethylamino]pyridine-2-carboxylic acid